NC1=CC(=C2C(N(CCCCC[C@@](C3=NN=C(C1=N2)O3)(C(F)(F)F)O)C32CC(C3)(C2)C(C)(C)C)=O)C(F)(F)F (6R)-17-Amino-12-(3-tert-butyl-1-bicyclo[1.1.1]pentanyl)-6-hydroxy-6,15-bis(trifluoromethyl)-19-oxa-3,4,12,18-tetrazatricyclo[12.3.1.12,5]nonadeca-1(18),2,4,14,16-pentaen-13-one